C(N)(=O)C1(CN(C1)C1=CC(=C(C(=O)N2COC3=C(C2)C=CC=C3C3=CC(=C(C(=O)O)C=C3F)N3C2COCC3CC2)C(=C1)Cl)Cl)F 4-[3-[4-(3-Carbamoyl-3-fluoroazetidin-1-yl)-2,6-dichlorobenzoyl]-2,4-dihydro-1,3-benzoxazin-8-yl]-5-fluoro-2-(3-oxa-8-azabicyclo[3.2.1]oct-8-yl)benzoic acid